O=C1N[C@H]2[C@@H](OC1)CCN(C2)C(=O)N2CC(C2)C2=CC=C(C=C2)C2=C(C#N)C=C(C=C2)Cl 2-[4-[1-[(4aR,8aS)-3-Oxo-4,4a,5,7,8,8a-hexahydropyrido[4,3-b][1,4]oxazine-6-carbonyl]azetidin-3-yl]phenyl]-5-chloro-benzonitrile